NC1=NNC2=CC=C(C=C12)C1=CC(=NC=C1)NC(=O)NC1=CC=CC=C1 1-(4-(3-amino-1H-indazol-5-yl)pyridine-2-yl)-3-phenylurea